C(C)(C)(C)OC[C@@H](C(=O)O)NC(=O)OCC1C2=CC=CC=C2C=2C=CC=CC12 (2S)-3-tert-butoxy-2-(9H-fluoren-9-ylmethoxycarbonylamino)propanoic acid